N-tert-butyl-alpha-(2-sulfophenyl)nitrone C(C)(C)(C)[N+](=CC1=C(C=CC=C1)S(=O)(=O)O)[O-]